Dimethyl-benzyl-dodecyl-ammonium bromide [Br-].C[N+](CCCCCCCCCCCC)(CC1=CC=CC=C1)C